ClC=1N=C(C2=C(N1)C=C(N2COCC[Si](C)(C)C)C)Cl 2-[(2,4-dichloro-6-methyl-pyrrolo[3,2-d]pyrimidin-5-yl)methoxy]ethyl-trimethyl-silane